(1R,2R)-2-fluoro-N-(4-((2-methoxy-3-(pyrazin-2-yl)phenyl)amino)-5-propionylpyridine-2-yl)cyclopropane-1-carboxamide F[C@H]1[C@H](C1)C(=O)NC1=NC=C(C(=C1)NC1=C(C(=CC=C1)C1=NC=CN=C1)OC)C(CC)=O